S-(2-formyl-5-methyl-phenyl) ethanethioate C(C)(SC1=C(C=CC(=C1)C)C=O)=O